dimethyl-1-[(1R,2S)-2-undecylcyclopropyl]tetradecan-5-amine CC(CCCC(CCCCCCCCC)N)([C@H]1[C@H](C1)CCCCCCCCCCC)C